BrC1=CC=C(C=C1)C12C(C3=C(C=NC=C3OC)O1)(C(C(C2C2=CC=CC=C2)C(=O)NC)O)O 7a-(4-bromophenyl)-4b,5-dihydroxy-4-methoxy-N-methyl-7-phenyl-4b,6,7,7a-tetrahydro-5H-cyclopenta[4,5]furo[2,3-c]pyridine-6-carboxamide